(R)-1,1-difluoropropan-2-amine FC([C@@H](C)N)F